ClC1=C(OCC=2OC(=CN2)OC2CN(C2)CC2=NC3=C(N2C[C@H]2OCC2)C=C(C=C3)C(=O)O)C=CC(=C1)Cl 2-{[3-({2-[(2,4-dichlorophenoxy)methyl]-1,3-oxazol-5-yl}oxy)azetidin-1-yl]methyl}-1-{[(2S)-oxetan-2-yl]methyl}-1H-1,3-benzodiazole-6-carboxylic acid